4-(4-(4-(dibutoxymethyl)piperidin-1-yl)-5-fluoro-2-methoxyphenyl)-3,3-diethylazetidin-2-one C(CCC)OC(C1CCN(CC1)C1=CC(=C(C=C1F)C1C(C(N1)=O)(CC)CC)OC)OCCCC